ClC=1C=C(C=C(C(=O)OCC)C#N)C=CC1 ethyl 3-chloro-α-cyanocinnamate